2,3,5,6-tetrafluorophenyl 39-(5-amino-7-(dipropylcarbamoyl)-6H-thieno[3,2-b]azepin-2-yl)-34-methyl-4,7,10,13,16,19,22,25,28,31-decaoxa-34-azanonatriacontanoate NC=1CC(=CC2=C(N1)C=C(S2)CCCCCN(CCOCCOCCOCCOCCOCCOCCOCCOCCOCCOCCC(=O)OC2=C(C(=CC(=C2F)F)F)F)C)C(N(CCC)CCC)=O